C1(=CC=CC2=CC=CC=C12)C(=O)N1CCN(CC1)C([C@H](CCCCNC(C=C)=O)NC(C1=CC=NC=C1)=O)=O (S)-N-(1-(4-(1-naphthoyl)piperazin-1-yl)-6-acrylamido-1-oxohexan-2-yl)isonicotinamide